1-(5-methoxy-2-(1-methyl-1H-pyrazol-4-yl)-4-nitrophenyl)piperidine-4-carboxaldehyde COC=1C(=CC(=C(C1)N1CCC(CC1)C=O)C=1C=NN(C1)C)[N+](=O)[O-]